N-((2-(trimethylsilyl)ethoxy)methyl)pyrazine-2-carboxamide C[Si](CCOCNC(=O)C1=NC=CN=C1)(C)C